OCC1=C(C=CC=C1)NC(=O)NC1=CC(=CC=C1)C 1-(2-(hydroxymethyl)phenyl)-3-(3-methylphenyl)urea